C(C)(C)(C)OC(N(C1=CC(=NC=2N1N=CC2C2CC2)Cl)CC2=CC=C(C=C2)N2C=CC=C2)=O (4-(1H-pyrrol-1-yl)benzyl)(5-chloro-3-cyclopropylpyrazolo[1,5-a]pyrimidin-7-yl)carbamic acid tert-butyl ester